ClC1=NC(=C(C=C1Cl)[N+](=O)[O-])OC 2,3-dichloro-6-methoxy-5-nitropyridine